tert-butyl (E)-(2-(((2-cyclopentylbenzo[d]oxazol-6-yl)oxy)methyl)-3-fluoroallyl)carbamate C1(CCCC1)C=1OC2=C(N1)C=CC(=C2)OC\C(\CNC(OC(C)(C)C)=O)=C\F